C(C)(=O)C1=CC(=NN1C[C@@H](C)NC(OC(C)(C)C)=O)Br tert-butyl [(2R)-1-(5-acetyl-3-bromo-1H-pyrazol-1-yl)propan-2-yl]carbamate